7-(cyclopentylmethoxy)-2-methanesulfonyl-6-methyl-5-[2-(triisopropylsilyl)ethynyl]pyrido[2,3-d]pyrimidine C1(CCCC1)COC=1C(=C(C2=C(N=C(N=C2)S(=O)(=O)C)N1)C#C[Si](C(C)C)(C(C)C)C(C)C)C